17α,21-dihydroxypregn-4-en-3,11,20-trione O[C@]1(C(CO)=O)CC[C@H]2[C@@H]3CCC4=CC(CC[C@]4(C)[C@H]3C(C[C@]12C)=O)=O